methyl-(5-((2-bromophenyl)oxy)-4-oxo-4H-chromene-2-carbonylamino)-L-tryptophan methyl ester COC([C@@H](N(NC(=O)C=1OC2=CC=CC(=C2C(C1)=O)OC1=C(C=CC=C1)Br)C)CC1=CNC2=CC=CC=C12)=O